4-trifluoromethoxybenzaldehyde O-(2-(1H-indol-1-yl)acetyl) oxime N1(C=CC2=CC=CC=C12)CC(=O)ON=CC1=CC=C(C=C1)OC(F)(F)F